ICC(=O)OC1CCC2(C3CCC4(C(CCC4C3CC=C2C1)C(C)CCCC(C)C)C)C 10,13-dimethyl-17-(6-methylheptan-2-yl)-2,3,4,7,8,9,10,11,12,13,14,15,16,17-tetradecahydro-1H-cyclopenta[a]phenanthrene-3-yl 2-iodoacetate